C(C)(C)(C)C1=NC(=NO1)C(=O)NCC1=C(C=C(C=C1)C1=NC=NN2C1=CC(=C2)C2=CC=C(C=C2)OCCN2CCN(CC2)C2=NC=C(C=C2)C2C(NC(CC2)=O)=O)F 5-(tert-butyl)-N-(4-(6-(4-(2-(4-(5-(2,6-dioxopiperidin-3-yl)pyridin-2-yl)piperazin-1-yl)ethoxy)phenyl)pyrrolo[2,1-f][1,2,4]triazin-4-yl)-2-fluorobenzyl)-1,2,4-oxadiazole-3-carboxamide